methyl 4-[5-(3,5-dichloro-4-fluorophenyl)-4,5-dihydro (trifluoromethyl)-3-isoxazolyl]-1-naphthalenecarboxylate ClC=1C=C(C=C(C1F)Cl)C1C(C(=NO1)C1=CC=C(C2=CC=CC=C12)C(=O)OC)C(F)(F)F